[Al+3].C(C)CC(CC(=O)[O-])=O.C(C)CC(CC(=O)[O-])=O.[Al+3] aluminum bis(ethylacetoacetate) aluminum